2-(4-amino-5-chloro-1H-pyrazol-1-yl)acetonitrile NC=1C=NN(C1Cl)CC#N